2-Chloro-4-((3S)-8-(6-(4-((4-(3-((2,6-dioxopiperidin-3-yl)amino)phenyl)piperazine-1-yl)methyl)piperidine-1-carbonyl)pyridin-3-yl)-3-methyl-2,8-diazaspiro[4.5]dec-2-yl)benzonitrile ClC1=C(C#N)C=CC(=C1)N1CC2(C[C@@H]1C)CCN(CC2)C=2C=NC(=CC2)C(=O)N2CCC(CC2)CN2CCN(CC2)C2=CC(=CC=C2)NC2C(NC(CC2)=O)=O